ClC=1C(=NC(=NC1)NC1=C(C=C(C(=C1)CC)N1CCC(CC1)N1CCNCC1)OC)NC1=C(C=C(C=C1)OC)NS(=O)(=O)C N-[2-[[5-chloro-2-[5-ethyl-2-methoxy-4-(4-piperazin-1-yl-1-piperidyl)anilino]pyrimidine-4-yl]amino]-5-methoxy-phenyl]methanesulfonamide